(3S)-3-[4-[2,3-difluoro-4-(2-oxabicyclo[2.1.1]hexan-4-ylmethoxy)anilino]pyrido[3,2-d]pyrimidin-6-yl]oxypyrrolidin FC1=C(NC=2C3=C(N=CN2)C=CC(=N3)O[C@@H]3CNCC3)C=CC(=C1F)OCC13COC(C1)C3